3-(2-(8-fluoro-2-methylimidazo[1,2-a]pyridin-6-yl)-4-oxo-4H-pyrido[1,2-a][1,3,5]triazin-7-yl)-3,8-diazabicyclo[3.2.1]octane-8-carboxylic acid tert-butyl ester C(C)(C)(C)OC(=O)N1C2CN(CC1CC2)C=2C=CC=1N(C(N=C(N1)C=1C=C(C=3N(C1)C=C(N3)C)F)=O)C2